(2-(3-methylphenyl)pyridinium) iridium (III) [Ir+3].CC=1C=C(C=CC1)C1=[NH+]C=CC=C1